(R)-N-(5-cyclopropyl-2H-pyrazol-3-yl)-2-(6-(difluoromethyl)imidazo[1,2-a]pyridin-2-yl)propanamide C1(CC1)C=1C=C(NN1)NC([C@H](C)C=1N=C2N(C=C(C=C2)C(F)F)C1)=O